ClC1=C2C(=CN=C1N1CCNCC1)NC(=C2C(C)C)C=2C=C(C=1N(C2)N=CN1)OC 6-(4-chloro-3-isopropyl-5-(piperazin-1-yl)-1H-pyrrolo[2,3-c]pyridin-2-yl)-8-methoxy-[1,2,4]triazolo[1,5-a]pyridine